CN1C(N(C2=NC(=NC=C12)NC=1C=C2C=CC=NC2=CC1C)C1CN(CC1)C(=O)[O-])=O 3-[7-methyl-2-[(7-methyl-6-quinolyl)amino]-8-oxo-purin-9-yl]pyrrolidine-1-carboxylate